C(C)(=O)N1[C@H](CCC2=CC(=CC=C12)C=1C=C(C=CC1)CC(=O)NCC=1N=C2N(C=C(N=C2N2CCOCC2)C=2C=NC(=NC2)N)C1)C (S)-2-(3-(1-Acetyl-2-methyl-1,2,3,4-tetrahydroquinolin-6-yl)phenyl)-N-((6-(2-aminopyrimidin-5-yl)-8-morpholinoimidazo[1,2-a]pyrazin-2-yl)methyl)acetamide